C(#N)C1=CC=C(C=C1)NC(=O)NC1=NC2=CC(=CC=C2C=N1)NCC=1C=NC=CC1 1-(4-Cyanophenyl)-3-(7-((pyridin-3-ylmethyl)amino)quinazolin-2-yl)urea